Methyl 4-(5-hydroxy-6-methoxybenzo[b]thiophen-2-yl)-2-methyl-4-oxobutanoate OC1=CC2=C(SC(=C2)C(CC(C(=O)OC)C)=O)C=C1OC